N'-[ethylenebis(iminoethylene)]distearamide C(CNCCCCCCCCCCCCCCCCCCCC(=O)N)NCCCCCCCCCCCCCCCCCCCC(=O)N